(1r,4r)-4-[(tert-butoxycarbonyl)amino]cyclohexane-1-carboxylic acid CC(C)(C)OC(=O)NC1CCC(CC1)C(=O)O